CC=1NC=C(N1)CC(=O)O.CC=1NC=C(N1)CC(=O)O.C1(CCCC1)(CO)CO.C1(CCCC1)(CO)CO.C1(CCCC1)(CO)CO tricyclopentane-dimethanol-bis(2-methylimidazolyl acetate)